C(C1=CC=CC=C1)OC1=CC=C(C=C1)CC(=O)NC1(CCN(CC1)C(=O)C1=CC=C(C=C1)C1=CC(=CC=C1)Cl)C(=O)O 4-(2-(4-(benzyloxy)phenyl)acetamido)-1-(3'-chloro-[1,1'-biphenyl]-4-carbonyl)piperidine-4-carboxylic acid